1-(2-acetamidoethyl)-7-methoxyisoquinoline C(C)(=O)NCCC1=NC=CC2=CC=C(C=C12)OC